((1-morpholinopropan-2-yl)amino)-1',1'-dioxido-2,3,5,6-tetrahydrospiro[pyran-4,4'-pyrido[2,3-b][1,4,5]oxathiazepin] O1CCN(CC1)CC(C)NC1=NS(C2=C(OC13CCOCC3)N=CC=C2)(=O)=O